FC(C(=O)[O-])(F)F.C1(CC1)C#C[C@@]1(NC(NC2=CC(=CC=C12)CN1C=NC(=CC1=O)[NH3+])=O)C(F)(F)F (S)-1-((4-(cyclopropylethynyl)-2-oxo-4-(trifluoromethyl)-1,2,3,4-tetrahydroquinazolin-7-yl)methyl)-6-oxo-1,6-dihydropyrimidin-4-aminium 2,2,2-trifluoroacetate